3-(4-(benzyloxy)-2-((tert-butoxycarbonyl)amino)-4-oxobutanamido)propane-1,2-diyl distearate C(CCCCCCCCCCCCCCCCC)(=O)OCC(CNC(C(CC(=O)OCC1=CC=CC=C1)NC(=O)OC(C)(C)C)=O)OC(CCCCCCCCCCCCCCCCC)=O